phenoxyquinolinesulfonylurea O(C1=CC=CC=C1)N(C(=O)N)S(=O)(=O)C1=NC2=CC=CC=C2C=C1